O1COC=2C(=NC=CC21)CN2[C@H](C[C@@H](C2)F)C(=O)NC2=CC=C(C(=O)OCC)C=C2 ethyl 4-[[(2R,4S)-1-([1,3]dioxolo[4,5-c]pyridin-4-ylmethyl)-4-fluoro-pyrrolidine-2-carbonyl]amino]benzoate